Ethyl 2-acetamido-6-(2-hydroxyethyl)-6-phenyl-4,5,6,7-tetrahydrobenzo[b]thiophene-3-carboxylate C(C)(=O)NC1=C(C2=C(S1)CC(CC2)(C2=CC=CC=C2)CCO)C(=O)OCC